6-chloro-4-[(3R,4R)-4-(4-fluoroanilino)-3-methyl-1-piperidyl]-1-methyl-2-oxo-1,5-naphthyridine-3-carbonitrile ClC=1N=C2C(=C(C(N(C2=CC1)C)=O)C#N)N1C[C@H]([C@@H](CC1)NC1=CC=C(C=C1)F)C